(S)-1-((7-chloro-2-(2,2'-dimethyl-3'-(4,5,6,7-tetrahydrooxazolo[4,5-c]pyridin-2-yl)-[1,1'-biphenyl]-3-yl)benzo[d]oxazol-5-yl)methyl)pyrrolidine-3-carboxylic acid ClC1=CC(=CC=2N=C(OC21)C=2C(=C(C=CC2)C2=C(C(=CC=C2)C=2OC1=C(CNCC1)N2)C)C)CN2C[C@H](CC2)C(=O)O